C(C1=CC=CC=C1)OC([C@H]1N(C[C@@H](C1)F)C(=O)OC(C)(C)C)=O trans-1-Boc-4-fluoro-L-proline benzyl ester